4-(6-(difluoromethyl)-5-methylpyridin-3-yl)-7-methoxy-2,2,8-trimethyl-1-(prop-2-yn-1-yl)-1,2-dihydroquinazoline FC(C1=C(C=C(C=N1)C1=NC(N(C2=C(C(=CC=C12)OC)C)CC#C)(C)C)C)F